6-bromo-1-(chloromethyl)-2-methoxynaphthalene BrC=1C=C2C=CC(=C(C2=CC1)CCl)OC